(1R,3S)-3-(3-amino-1H-pyrazol-5-yl)cyclopentyl tert-butylcarbamate C(C)(C)(C)NC(O[C@H]1C[C@H](CC1)C1=CC(=NN1)N)=O